5-(piperidin-4-yl)-3,7-dihydrothieno[2,3-b]pyridin-6(2H)-one hydrochloride Cl.N1CCC(CC1)C1=CC2=C(NC1=O)SCC2